FC(CS(=O)(=O)Cl)(F)F trifluoroethanesulfonyl chloride